C1=NC(=CC2=CC=CC=C12)N1CCN(CC1)C(=O)OC(C)(C)C tert-Butyl 4-(isoquinolin-3-yl)piperazine-1-carboxylate